ClC1=CC(=C(C(=O)NCC)C=C1)NC(=O)NC1=CC(=CC(=C1)Cl)Cl 4-chloro-2-[3-(3,5-dichlorophenyl)ureido]-N-ethylbenzamide